4-methylpentane-1,4-diol CC(CCCO)(C)O